4-cyano-5-[2,6-dichloro-4-[6-(difluoromethyl)-3,5-dioxo-1,2,4-triazin-2-yl]phenoxy]-2-hydroxy-N-(3-hydroxycyclobutyl)benzenesulfonamide C(#N)C1=CC(=C(C=C1OC1=C(C=C(C=C1Cl)N1N=C(C(NC1=O)=O)C(F)F)Cl)S(=O)(=O)NC1CC(C1)O)O